5-(4-chlorophenyl)-2-methyl-3,4-dihydro-2H-pyrrole ClC1=CC=C(C=C1)C=1CCC(N1)C